N-[9-[(2R,6R)-6-[[bis(4-methoxyphenyl)-phenyl-methoxy]methyl]-6-(hydroxymethyl)-4-isopropyl-morpholin-2-yl]purin-6-yl]benzamide COC1=CC=C(C=C1)C(OC[C@]1(O[C@H](CN(C1)C(C)C)N1C2=NC=NC(=C2N=C1)NC(C1=CC=CC=C1)=O)CO)(C1=CC=CC=C1)C1=CC=C(C=C1)OC